ClC1=CC(=C(C=C1)NC(OC(C)(C)C)=O)CNC1(CC1)C tert-butyl (4-chloro-2-(((1-methylcyclopropyl)amino)methyl)phenyl)-carbamate